tert-butyl {(1R)-1-[3-(1,1-difluoro-2-oxobutyl)-2-fluorophenyl]ethyl}carbamate tert-butyl-[(1R)-1-(3-{1,1-difluoro-2-[methoxy(methyl)amino]-2-oxoethyl}-2-fluorophenyl)ethyl]carbamate C(C)(C)(C)N(C(O)=O)[C@H](C)C1=C(C(=CC=C1)C(C(=O)N(C)OC)(F)F)F.FC(C(CC)=O)(F)C=1C(=C(C=CC1)[C@@H](C)NC(OC(C)(C)C)=O)F